[Cd].[Sn].[Pb].[In].[Bi] bismuth-indium-lead-tin-cadmium